8-iodopyrazolo[1,5-a][1,3,5]triazin-4-amine IC=1C=NN2C1N=CN=C2N